6-[4,5,6,7-tetrahydro-1H-indol-1-yl]quinoline-4-carboxylic acid N1(C=CC=2CCCCC12)C=1C=C2C(=CC=NC2=CC1)C(=O)O